4-(5-cyano-2-oxo-2,3-dihydro-1H-benzo[d]imidazol-1-yl)piperidine-1-carboxylic acid tert-butyl ester C(C)(C)(C)OC(=O)N1CCC(CC1)N1C(NC2=C1C=CC(=C2)C#N)=O